C(CCC)[Sn](C1=CC=2C(C3=C(SC4=C3SC3=C4C(C4=C3SC(=C4)[Sn](CCCC)(CCCC)CCCC)(C4=CC=C(C=C4)OCCCCCCCCCCCC)C4=CC=C(C=C4)OCCCCCCCCCCCC)C2S1)(C1=CC=C(C=C1)OCCCCCCCCCCCC)C1=CC=C(C=C1)OCCCCCCCCCCCC)(CCCC)CCCC 2,7-bis(tributylstannyl)-4,4,9,9-tetrakis(4-dodecyloxyphenyl)-4,9-dihydro-thieno[3',2':4,5]cyclopenta[1,2-b]thieno[2'',3'':3',4']cyclopenta[1',2':4,5]thieno[2,3-d]thiophene